C(CCCCCCC\C=C/CCCCCCCC)OC=1C(=O)OCC1 Oleyloxybutenolide